NC=1C=2N(C(=C(N1)C=1C=C(C#N)C=CC1)C=1C=C3C(=CC=NC3=CC1)C)N=NN2 3-(8-amino-5-(4-methylquinolin-6-yl)tetrazolo[1,5-a]pyrazin-6-yl)benzonitrile